3-(3-(4-methyl-5-phenylpyridin-2-yl)phenoxy)aniline CC1=CC(=NC=C1C1=CC=CC=C1)C=1C=C(OC=2C=C(N)C=CC2)C=CC1